COC(CCN)[SiH3] 3-methoxy-silylpropylamine